2-[(Dimethylamino)methyl]-4,8-difluoro-3,5,6,7-tetrahydrocyclopenta[f]benzimidazole-6-carbaldehyde CN(C)CC=1NC2=C(N1)C(=C1C(=C2F)CC(C1)C=O)F